FC1=C(C=C(C=C1)F)N1C(NC(C(C1=O)=CC=1OC(=CC1)C#C)=O)=S 1-(2,5-difluorophenyl)-5-((5-ethynylfuran-2-yl)methylene)-2-thioxodihydropyrimidine-4,6(1H,5H)-dione